C(#N)C1=CC(=C(COC2=CC=CC(=N2)C2CCN(CC2)CC2=NC3=C(N2C[C@H]2OCC2)C=C(C(=C3)C=3C=NN(C3)C)C(=O)OC)C=C1)F Methyl (S)-2-((4-(6-((4-cyano-2-fluorobenzyl)oxy)pyridin-2-yl)piperidin-1-yl)methyl)-5-(1-methyl-1H-pyrazol-4-yl)-1-(oxetan-2-ylmethyl)-1H-benzo[d]imidazole-6-carboxylate